C(C)(=O)N1CC2(CN(C2)CC=2C=CC(=NC2)C(=O)NC2=C(C(=CC=C2)C2=C(C(=NC=C2)C2=CC(=C(C=C2)CN2CC3(C2)CN(C3)C(C)=O)OC)Cl)C)C1 5-((6-acetyl-2,6-diazaspiro[3.3]heptan-2-yl)methyl)-N-(3-(2-(4-((6-acetyl-2,6-diazaspiro[3.3]heptan-2-yl)methyl)-3-methoxyphenyl)-3-chloropyridin-4-yl)-2-methylphenyl)picolinamide